C[C@@H]1N([C@@H](CNC1)C)CC(=O)NC1=CC(=CC=C1)NC1C(NC(CC1)=O)=O 2-((2S,6R)-2,6-dimethylpiperazine-1-yl)-N-(3-((2,6-dioxopiperidin-3-yl)amino)phenyl)acetamide